(S)-2-(6,7-dichloro-2-(5-methoxypyrimidine-2-carbonyl)-1-methyl-2,3,4,5-tetrahydro-1H-pyrido[4,3-b]indol-9-yl)acetonitrile ClC1=C(C=C(C=2C3=C(NC12)CCN([C@H]3C)C(=O)C3=NC=C(C=N3)OC)CC#N)Cl